C1=CC=CC=2C3=CC=CC=C3C(C12)COC(=O)N([C@H](C(=O)N1[C@@H](CCC1)C(=O)O)C(C)C)C (2S)-1-[(2S)-2-[9H-fluoren-9-ylmethoxycarbonyl(methyl)amino]-3-methylbutanoyl]pyrrolidine-2-carboxylic acid